26-(2-hydroxy-3-methoxy-propylamino)-hexacosane OC(CNCCCCCCCCCCCCCCCCCCCCCCCCCC)COC